2-chloro-5-[1-[2-methyl-5-(2,2,2-trifluoroethoxy)-4-(trifluoromethyl)pyrazol-3-yl]pyrazol-4-yl]benzoic acid ClC1=C(C(=O)O)C=C(C=C1)C=1C=NN(C1)C=1N(N=C(C1C(F)(F)F)OCC(F)(F)F)C